(2-chloropyridin-4-yl)(methyl)amine ClC1=NC=CC(=C1)NC